O=C1N(C(C=C1)=O)CCN1CCN(CC1)C(=O)OC(C)(C)C tertbutyl 4-[2-(2,5-dioxopyrrol-1-yl)ethyl]piperazine-1-carboxylate